NC1=C(C=CC(=C1)NCC1=CC=C(C=C1)O)NC([C@@H]([C@@H](CCCCCCC)F)F)=O (2S,3R)-N-(2-Amino-4-((4-hydroxybenzyl)amino)phenyl)-2,3-difluorodecanamid